N-[3-fluoro-4-[(6-methoxy-1,7-naphthyridin-4-yl)oxy]phenyl]-1-(4-fluorophenyl)-6-methyl-2-oxopyridine-3-carboxamide FC=1C=C(C=CC1OC1=CC=NC2=CN=C(C=C12)OC)NC(=O)C=1C(N(C(=CC1)C)C1=CC=C(C=C1)F)=O